C(CCCCCCCCCCCCC)SCCC(C(=O)O)CN(CCC(OCCSCCCCCCCCCCCCCC)=O)CCCN1C=NC=C1.O1CC(C1)C(C1COC1)[SiH2]OC di(oxetan-3-yl)methylmethoxysilane (2-tetradecylsulfanylethyl 3-[3-imidazol-1-ylpropyl-[3-oxo-3-(2-tetradecylsulfanylethoxy)propyl]amino]propanoate)